ON=C(CC(C1=CC=CC=C1)P(O)(=O)C1CCCCC1)C (3-(hydroxyimino)-1-phenylbutyl)(cyclohexyl)phosphinic acid